[Br].[Sn] tin bromine